(S)-quinuclidin-3-yl ((R)-6-ethoxy-5-(4-isobutylphenyl)-2,2-dimethyl-2,3-dihydro-1H-inden-1-yl)carbamate C(C)OC1=C(C=C2CC([C@H](C2=C1)NC(O[C@@H]1CN2CCC1CC2)=O)(C)C)C2=CC=C(C=C2)CC(C)C